C(C)OC(=O)C=1CN=C(N(C1CBr)C1=C(C=C(C=C1)F)Cl)C=1SC=CN1 (2-chloro-4-fluorophenyl)-6-(bromomethyl)-2-(thiazol-2-yl)-1,4-dihydropyrimidine-5-carboxylic acid Ethyl ester